O1S(CCCC1)(=O)=O oxathiane-2,2-dione